para-Hydroxy-Phenylpropan OC1=CC=C(C=C1)CCC